FC1=CC(=C(C=C1C=1SC(=CN1)C(=O)N1CCN(CC1)C)NC(=O)C1=CNC(C=C1C(F)(F)F)=O)N1C[C@H](N([C@H](C1)C)C)C N-[4-fluoro-5-[5-(4-methylpiperazin-1-carbonyl)-1,3-thiazol-2-yl]-2-[(3R,5S)-3,4,5-trimethylpiperazin-1-yl]phenyl]-6-oxo-4-(trifluoromethyl)-1H-pyridine-3-carboxamide